diethyl ((2-chloro-5-methoxypyrimidin-4-yl)methyl)phosphonate ClC1=NC=C(C(=N1)CP(OCC)(OCC)=O)OC